4,4'-dihydroxydiphenyl-2,2-propane CC(C)(C1=CC=C(C=C1)O)C2=CC=C(C=C2)O